C(C)C=1N(C2=C(N1)C=C1C(=C2)OCO1)C1=CC=C(C=C1)CCNC(=O)NS(=O)(=O)C1=CC=C(C=C1)C 6-ethyl-5-(4-{2-[({[(4-methylphenyl)sulfonyl]amino}carbonyl)amino]ethyl}phenyl)-5H-[1,3]dioxolo[4,5-f]benzimidazole